O1CCC2=C1C=CC(=C2)S(=O)(=O)N2CCC(CC2)C(=O)O (2,3-dihydrobenzofuran-5-ylsulfonyl)piperidine-4-carboxylic acid